(R)-N-(8,9-difluoro-6-oxo-1,4,5,6-tetrahydro-2H-pyrano[3,4-c]isoquinolin-1-yl)-4-fluoro-N-methyl-1H-indole-2-carboxamide FC=1C(=CC=2C3=C(NC(C2C1)=O)COC[C@@H]3N(C(=O)C=3NC1=CC=CC(=C1C3)F)C)F